N=S(=O)CC1=CC=C(C=C1)COC1=CC=NC2=C(C=CC=C12)OC imino(4-{[(8-methoxyquinolin-4-yl)oxy]methyl}phenyl)methyl-λ6-sulfanone